CC1=CC=NC2=C(C=CC=C12)O 4-methylquinoline-8-ol